[Si](C)(C)(C(C)(C)C)NS(=O)(=O)C1=CC(=C(C=C1)B1OC(C(O1)(C)C)(C)C)COC1OCCCC1 N-(tert-butyldimethylsilyl)-3-(((tetrahydro-2H-pyran-2-yl)oxy)methyl)-4-(4,4,5,5-tetramethyl-1,3,2-dioxaborolan-2-yl)benzenesulfonamide